C1(CCCC1)[C@@H](CC#N)N1N=CC(=C1)C=1C2=C(N=CN1)N(C=C2)C(C(C)C2=CC(=CC=C2)OC2=CC=CC=C2)=O (3R)-3-cyclopentyl-3-(4-(7-(2-(3-phenoxyphenyl)propanoyl)-7H-pyrrolo[2,3-d]pyrimidin-4-yl)-1H-pyrazol-1-yl)propanenitrile